1,6-diaminopyridine NN1CC=CC=C1N